[Si](C)(C)(C(C)(C)C)N1C(OC2(CC(C2)CN2C(C3=CC=CC=C3C2=O)CC2=C(C(=NN2C)OCC(OC)OC)Cl)C1)=O 7-(tert-butyldimethylsilyl)-2-((1-((4-chloro-3-(2,2-dimethoxyethoxy)-1-methyl-1H-pyrazol-5-yl)methyl)-3-oxoisoindolin-2-yl)methyl)-5-oxa-7-azaspiro[3.4]octan-6-one